N-(2-methyl-3-(4,4,5,5-tetramethyl-1,3,2-dioxaborolan-2-yl)phenyl)-2-(trifluoromethyl)pyrido[3,2-d]pyrimidin-4-amine CC1=C(C=CC=C1B1OC(C(O1)(C)C)(C)C)NC=1C2=C(N=C(N1)C(F)(F)F)C=CC=N2